FC=1C=CC2=C(N(C(=N2)C2=NNC3=CC=C(C=C23)C(=O)NCCCNC(OC(C)(C)C)=O)CCOC)C1 tert-butyl (3-(3-(6-fluoro-1-(2-methoxyethyl)-1H-benzo[d]imidazol-2-yl)-1H-indazole-5-carboxamido)propyl)carbamate